ClC1=C(OCC=2C=C(C=CC2F)C2CN(CC2)CC2=NC3=C(N2C[C@H]2OCC2)C=C(C=C3)C(=O)O)C=CC(=C1)Cl 2-[(3-{3-[(2,4-dichlorophenoxy)methyl]-4-fluorophenyl}pyrrolidin-1-yl)methyl]-1-{[(2S)-oxetan-2-yl]methyl}-1H-1,3-benzodiazole-6-carboxylic acid